(5-bromo-2-(((3S,4S)-1-(3-chloro-1H-pyrazolo[3,4-c]pyridine-4-carbonyl)-4-methoxypyrrolidine-3-yl)amino)-3-nitrophenyl)((2S,6R)-2,6-dimethylmorpholino)methanone BrC=1C=C(C(=C(C1)C(=O)N1C[C@@H](O[C@@H](C1)C)C)N[C@H]1CN(C[C@@H]1OC)C(=O)C=1C2=C(C=NC1)NN=C2Cl)[N+](=O)[O-]